2-chloro-N-[(1R)-1-phenylethyl]acetamide ClCC(=O)N[C@H](C)C1=CC=CC=C1